C(CC=C)N1C=C(C2=CC=CC=C12)C(=O)C1=CC=CC=C1 (1-(but-3-ene-1-yl)-1H-indol-3-yl)(phenyl)methanone